6-((4-(2-azaspiro[3.4]octan-2-yl)phenyl)amino)-3-methylbenzo[d]oxazol-2(3H)-one C1N(CC12CCCC2)C2=CC=C(C=C2)NC2=CC1=C(N(C(O1)=O)C)C=C2